C[C@@H]1CN(C[C@@H](N1)C)C=1C(=C(CNC=2C3=C(N=CN2)NC=C3C=3C=NN(C3)C)C=CC1)F N-(3-((3R,5S)-3,5-Dimethylpiperazin-1-yl)-2-fluorobenzyl)-5-(1-methyl-1H-pyrazol-4-yl)-7H-pyrrolo[2,3-d]pyrimidin-4-amine